NC1=CC=C(N=N1)C#CCN(C(=O)[C@H]1N(C(CC1)=O)C1=NC(=CC(=C1)C(F)(F)F)C)C1=CC=C(C=C1)F (S)-N-(3-(6-aminopyridazin-3-yl)prop-2-yn-1-yl)-N-(4-fluorophenyl)-1-(6-methyl-4-(trifluoromethyl)pyridin-2-yl)-5-oxopyrrolidine-2-carboxamide